(S)-1-(5-((3-chloro-2-(1H-pyrrol-1-yl)pyridin-4-yl)thio)pyrazin-2-yl)-4'H,6'H-spiro[piperidine-4,5'-pyrrolo[1,2-b]pyrazol]-4'-amine (trifluoroacetate) FC(C(=O)O)(F)F.ClC=1C(=NC=CC1SC=1N=CC(=NC1)N1CCC2([C@@H](C=3N(N=CC3)C2)N)CC1)N1C=CC=C1